tert-butyl 3-methoxypiperidine-1-carboxylate COC1CN(CCC1)C(=O)OC(C)(C)C